BrC=1C=C2C=3N(CC(NC3C1)=O)N=C2 8-Bromo-1H-pyrazolo[1,5,4-de]quinoxalin-2(3H)-one